N-((1H-benzo[d][1,2,3]triazol-1-yl)methyl)-4-bromo-2-fluoroaniline N1(N=NC2=C1C=CC=C2)CNC2=C(C=C(C=C2)Br)F